N-(3-((6,7-dimethoxy-3-methyl-4-oxo-3,4-dihydrophthalazin-1-yl)methyl)phenyl)sulfonamide hydrochloride Cl.COC=1C=C2C(N(N=C(C2=CC1OC)CC=1C=C(C=CC1)NS(=O)=O)C)=O